3-(5,6,7,8-tetrahydro-1,8-naphthyridin-2-yl)propan-1-amine N1=C(C=CC=2CCCNC12)CCCN